ClC1=CC2=C(N=N1)SC(=C2C2CC2)C2CC1(CN(C1)C(=O)OC(C)(C)C)C2 tert-butyl 6-{3-chloro-5-cyclopropylthieno[2,3-c]pyridazin-6-yl}-2-azaspiro[3.3]heptane-2-carboxylate